NC=1N=CC(=NC1)N1CCN(CC1)C(=O)OCCCC Butyl 4-(5-Aminopyrazin-2-yl)piperazine-1-carboxylate